methyl-(methyl)carbamic acid CN(C(O)=O)C